7,9-difluoro-2-(4-morpholinophenyl)-3,5-dihydro-4H-chromeno[2,3-d]Pyrimidine-4-Thione FC=1C=C2CC3=C(N=C(NC3=S)C3=CC=C(C=C3)N3CCOCC3)OC2=C(C1)F